(3-(((tetrahydro-2H-pyran-2-yl)oxy)methyl)thiophen-2-yl)ethylamine O1C(CCCC1)OCC1=C(SC=C1)CCN